6-(2-amino-6-fluoro-5-(4-((1S,5R)-3-methyl-3-azabicyclo[3.1.0]hexan-1-yl)phenyl)pyridin-3-yl)-3,4-dihydroisoquinolin-1(2H)-one NC1=NC(=C(C=C1C=1C=C2CCNC(C2=CC1)=O)C1=CC=C(C=C1)[C@]12CN(C[C@@H]2C1)C)F